ClC1=NC(=NC(=N1)N)NC(C)(C)C1=C(C(=CC=C1)Cl)Cl 6-chloro-N4-[1-(2,3-dichlorophenyl)-1-methyl-ethyl]1,3,5-triazine-2,4-diamine